1-(3-(3-chloro-5-(6-methylpyrazin-2-yl)phenyl)morpholino)prop-2-en-1-one ClC=1C=C(C=C(C1)C1=NC(=CN=C1)C)C1COCCN1C(C=C)=O